[N+](=O)([O-])C1=CC=C(C=2C1=NON2)NCCCCCC(=O)C2=C(C=C(C=C2O)O)O 6-((7-nitrobenzo[c][1,2,5]oxadiazol-4-yl)amino)-1-(2,4,6-trihydroxyphenyl)hexan-1-one